CC1(CC(C1)N1C(NC2=C(C1=O)C(=CS2)C)=O)C(=O)OC methyl 1-methyl-3-(5-methyl-2,4-dioxo-1,4-dihydrothieno[2,3-d]pyrimidine-3(2H)-yl)cyclobutanecarboxylate